FC(C1(CCC1)C1=CC(=NO1)NC(OC1=CC=CC=C1)=O)(F)F phenyl (5-(1-(trifluoromethyl)cyclobutyl)isoxazol-3-yl)carbamate